Cl.N1[C@@H](CCC1)C(=O)OC(C)OC(N(CCN(C1=CC=C(C=C1)F)C1=CC(=CC=C1)Br)C(C)=O)=O (2S)-1-((acetyl(2-((3-bromophenyl)(4-fluorophenyl)amino)ethyl) carbamoyl)oxy)ethyl pyrrolidine-2-carboxylate hydrochloride